3-hydroxy-3-(4-(4-(4-(trifluoromethyl)phenyl)piperidine-1-carbonyl)phenyl)azetidine-1-carboxylic acid tert-butyl ester C(C)(C)(C)OC(=O)N1CC(C1)(C1=CC=C(C=C1)C(=O)N1CCC(CC1)C1=CC=C(C=C1)C(F)(F)F)O